N-[6-fluoro-2-(4-formylcyclohexyl)-1-methyl-indol-5-yl]-6-(trifluoromethyl)pyridine FC1=C(C=C2C=C(N(C2=C1)C)C1CCC(CC1)C=O)N1CC=CC=C1C(F)(F)F